(E)-N-[4-(3-chloro-2-fluoro-anilino)-7-[2-[(3R)-1,3-dimethylpyrrolidin-3-yl]ethynyl]quinazolin-6-yl]-4-(dimethylamino)but-2-enamide ClC=1C(=C(NC2=NC=NC3=CC(=C(C=C23)NC(\C=C\CN(C)C)=O)C#C[C@@]2(CN(CC2)C)C)C=CC1)F